methyl 2-(5,5-dimethyl-1,3,2-dioxaborinan-2-yl)-5-[[4-[[3-fluoro-1-(2-fluoroethyl)propyl]amino]-5-methyl-pyrimidin-2-yl]amino]benzoate CC1(COB(OC1)C1=C(C(=O)OC)C=C(C=C1)NC1=NC=C(C(=N1)NC(CCF)CCF)C)C